[Br].C(CCC)N1CC=CC=C1 N-butylpyridine bromine salt